2-hydroxy-N1-(5-nitrothiazol-2-yl)-N-propylterephthalamide OC1=C(C(=O)N(CCC)C=2SC(=CN2)[N+](=O)[O-])C=CC(=C1)C(=O)N